1-(cyclohexylmethyl)-3-methylimidazolium acetate C(C)(=O)[O-].C1(CCCCC1)CN1C=[N+](C=C1)C